C(CCC)N(C1CC(NC(C1)(C)C)(C)C)C1=NC(=NC(=N1)N(CCCC)C1CC(NC(C1)(C)C)(C)C)NCCCCCC(CCCCCNC1=NC(=NC(=N1)N(CCCC)C1CC(NC(C1)(C)C)(C)C)N(CCCC)C1CC(NC(C1)(C)C)(C)C)NC1=NC(=NC(=N1)N(CCCC)C1CC(NC(C1)(C)C)(C)C)N(CCCC)C1CC(NC(C1)(C)C)(C)C 1,6,11-tris[2,4-bis(N-butyl-N-(2,2,6,6-tetramethyl-4-piperidyl)amino)-s-triazine-6-yl]aminoundecane